FC(OC1=C(C=C(C=C1)C1=NOC(=C1)C(CN1CCOCC1)=O)O)F 1-(3-(4-(difluoromethoxy)-3-hydroxyphenyl)isoxazole-5-yl)-2-morpholinoethan-1-one